CON(C(=O)C1=NN(C(=C1)C)C)C N-methoxy-N,1,5-trimethyl-1H-pyrazole-3-carboxamide